1-methyl-2-cyclohexene-1,2-dicarboxylic acid anhydride CC12C(=CCCC1)C(=O)OC2=O